(±)-6,7,8,9-tetrahydro-5H-5,8-epiminocyclohepta[b]pyrazin-2-ol hydrobromide salt Br.N1=C2C(=NC=C1O)C1CCC(C2)N1